2-methyl-1-(3,4,5-trimethoxyphenyl)prop-2-en-1-one Ethyl-2-(2,6-dimethyl-4-((4-(3-(4-(methylthio)phenyl)propyl)piperazin-1-yl)methyl)phenoxy)-2-methylpropionate C(C)OC(C(C)(C)OC1=C(C=C(C=C1C)CN1CCN(CC1)CCCC1=CC=C(C=C1)SC)C)=O.CC(C(=O)C1=CC(=C(C(=C1)OC)OC)OC)=C